1-ethyl-3-methylimidazolium methoxide C[O-].C(C)N1C=[N+](C=C1)C